C[C@H]1CN(C[C@H](O1)C)C1=NC(=C2N1C1=CC(=CC=C1N=C2)C2=CC(=C(C=C2)N2CCC(CC2)N(C)C)F)C 1-(4-(1-((2S,6R)-2,6-dimethylmorpholinyl)-3-methylimidazo[1,5-a]quinoxalin-8-yl)-2-fluorophenyl)-N,N-dimethylpiperidin-4-amine